C(#N)C=C1CC(NC=C1)=O 4-(Cyanomethylene)-3,4-dihydropyridinone